C/C(/C(=O)OC)=C\C1=CC=CC=C1 methyl (E)-2-methyl-3-phenylacrylate